C(C)[C@H]1N(C[C@@H](N(C1)C1=NC=2N(C3=C1N=CC=C3)C=NN2)C)C(=O)OC(C)(C)C tert-butyl (2R,5S)-2-ethyl-5-methyl-4-(pyrido[2,3-e][1,2,4]triazolo[4,3-a]pyrimidin-5-yl)piperazine-1-carboxylate